ClC1=CC(=C(C=C1F)[C@H](NC(=O)[C@@H]1N(CCCC1)C(=O)C1=CC(=NC=C1)S(=O)(=O)C)C1CC1)F (2R)-N-((R)-(4-chloro-2,5-difluorophenyl)(cyclopropyl)methyl)-1-((2-(methylsulfonyl)-4-pyridinyl)carbonyl)-2-piperidinecarboxamide